(2-(4-(quinoxalin-6-yl)-1H-imidazol-2-yl)piperidin-1-yl)propan-1-one N1=CC=NC2=CC(=CC=C12)C=1N=C(NC1)C1N(CCCC1)C(CC)=O